FC1(CCC(CC1)[C@H](NC(=O)C1=NON=C1C)C=1N=C2N(N=CC(=C2)[C@@H](C(C)C)NC(CCC(F)(F)F)=O)C1)F |o1:25| N-((S)-(4,4-Difluorocyclohexyl)(7-((R*)-2-methyl-1-(4,4,4-trifluorobutanamido)propyl)imidazo[1,2-b]pyridazin-2-yl)methyl)-4-methyl-1,2,5-oxadiazole-3-carboxamide